COC1=CC=C(CN(C(=O)OCCOCCOCCC(CCOCCOCCOC(=O)N(CC2=CC=C(C=C2)OC)CC2=CC=C(C=C2)OC)N(C)C)CC2=CC=C(C=C2)OC)C=C1 1-[bis(4-methoxybenzyl)aminocarbonyloxyethoxyethoxy]-5-[bis(4-methoxybenzyl)aminocarbonyloxyethoxyethoxy]-3-(dimethylamino)pentane